5-chloro-7-cyclopropylimidazo[1,2-a]pyridine-2-carboxylate ClC1=CC(=CC=2N1C=C(N2)C(=O)[O-])C2CC2